3-aminobenzylbenzoic acid NC=1C=C(CC2=C(C(=O)O)C=CC=C2)C=CC1